4-oxo-1,2-dihydro-4h-pyrrolo[3,2,1-IJ]quinoline-5-carboxylic acid O=C1N2C3=C(C=CC=C3C=C1C(=O)O)CC2